NCCC1=CC=CC=C1 4-(2-Aminoethyl)benzol